(S)-tert-butyl 2-(tert-butyldimethylsilyloxy)ethyl(4-(5-(3-cyano-4-isopropoxyphenyl)-1,2,4-oxadiazol-3-yl)-2,3-dihydro-1H-inden-1-yl)carbamate [Si](C)(C)(C(C)(C)C)OCCN(C(OC(C)(C)C)=O)[C@H]1CCC2=C(C=CC=C12)C1=NOC(=N1)C1=CC(=C(C=C1)OC(C)C)C#N